Tris-methyl-amine CN(C)C